BrC1=CC=C(C=N1)N(C(OC)=O)O Methyl (6-bromopyridin-3-yl)(hydroxy)carbamate